N-((1S,3R)-3-((2'-(benzyloxy)-3',4,6-trifluoro-[1,1'-biphenyl]-3-yl)methyl)-3-(4-(chloromethyl)oxazol-2-yl)cyclopentyl)cyclopropanesulfonamide C(C1=CC=CC=C1)OC1=C(C=CC=C1F)C1=CC(=C(C=C1F)F)C[C@]1(C[C@H](CC1)NS(=O)(=O)C1CC1)C=1OC=C(N1)CCl